CC1=C(C=CC=C1C)C=1N=CC(=NC1)C(=O)N1[C@@H](C/C(/C1)=N/OC)CO (S,Z)-(5-(2,3-dimethylphenyl)pyrazin-2-yl)(2-(hydroxymethyl)-4-(methoxyimino)pyrrolidin-1-yl)methanone